SCCCC(=O)O.SCCCC(=O)O.SCCCC(=O)O.C(O)C(CC)(CO)CO TrimethylolPropane Tris(4-Mercapto Butyrate)